(1S,5R)-3-(4-(benzo[d][1,3]dioxolan-5-yl)-5-(methoxymethyl)-4H-1,2,4-triazol-3-yl)-1-(2-chloro-4-fluorophenyl)-3-azabicyclo[3.1.0]hexane O1COC2=C1C=CC(=C2)N2C(=NN=C2COC)N2C[C@]1(C[C@H]1C2)C2=C(C=C(C=C2)F)Cl